CC(=C)CC(CCCCCC)C 2,4-dimethyl-1-decene